ClC1=CC(=CC(=N1)N1CCN(CC1)S(=O)(=O)C1=CC=C(C=C1)C1=C(C(=O)N)C=CC=C1)C#N [4-[4-(6-chloro-4-cyano-2-pyridyl)piperazin-1-yl]sulfonylphenyl]benzamide